O=C1NC=CC(=C1)COC1=C2C[C@@H](CN(C2=CC=C1)C1=CC=C(C=C1)C(F)(F)F)CNC(C=C)=O |o1:12| (R)- or (S)-N-((5-((2-oxo-1,2-dihydropyridin-4-yl)methoxy)-1-(4-(trifluoromethyl)phenyl)-1,2,3,4-tetrahydroquinolin-3-yl)methyl)acrylamide